(S)-4-fluoro-3-(pyrrolidin-3-yl)pyridine FC1=C(C=NC=C1)[C@H]1CNCC1